ClCC(=O)NCC(C=1N=CN(C1)C(C1=CC=CC=C1)(C1=CC=CC=C1)C1=CC=CC=C1)O 2-chloro-N-(2-hydroxy-2-(1-trityl-1H-imidazol-4-yl)ethyl)acetamide